N-cyclopentyl-N-((1-ethyl-1,2,3,4-tetrahydroquinolin-6-yl)methyl)-4-vinylbenzenesulfonamide C1(CCCC1)N(S(=O)(=O)C1=CC=C(C=C1)C=C)CC=1C=C2CCCN(C2=CC1)CC